ClC=1C=C(C=CC1F)C(NC1=NC(=C(C=C1)F)C)C=1NC(=C(N1)S(=O)C)C N-((3-chloro-4-fluorophenyl)(5-methyl-4-(methylsulfinyl)-1H-imidazol-2-yl)methyl)-5-fluoro-6-methylpyridin-2-amine